5-Chloro-4-(1,2-dimethyl-1H-benzo[d]imidazol-5-yl)-2-fluoroaniline ClC=1C(=CC(=C(N)C1)F)C1=CC2=C(N(C(=N2)C)C)C=C1